N-(3-(8-((S)-((3S,4S)-3-fluoro-1-methylpiperidin-4-yl)(methylamino)methyl)-3-(2,2,2-trifluoroethyl)imidazo[1,2-a]pyridin-2-yl)prop-2-yn-1-yl)-2-methoxy-4-(methylsulfonyl)aniline F[C@@H]1CN(CC[C@H]1[C@@H](C=1C=2N(C=CC1)C(=C(N2)C#CCNC2=C(C=C(C=C2)S(=O)(=O)C)OC)CC(F)(F)F)NC)C